1-([5-(3-Chlorophenyl)-1,3-oxazol-2-yl]methylsulfanyl)ethan-1-one ClC=1C=C(C=CC1)C1=CN=C(O1)CSC(C)=O